2-(2,6-dioxo-3-piperidyl)-6,7-dihydro-5H-pyrrolo[3,4-f]isoindole-1,3-dione O=C1NC(CCC1N1C(C2=CC=3CNCC3C=C2C1=O)=O)=O